ClC1=NC(=CC(=C1)[C@H]1N[C@@H](COC1)C)Cl (3R,5R)-3-(2,6-dichloropyridin-4-yl)-5-methylmorpholine